BrC1=CC=C(C=C1)C1=C(O)C=CC(=C1)O 2-(4'-bromophenyl)hydroquinone